COC(=O)C=1C(=NC=2N(C1)C=C(N2)C21COC(C2)(C1)C)OC1CCC1 7-cyclobutoxy-2-(1-methyl-2-oxabicyclo[2.1.1]Hex-4-yl)imidazo[1,2-a]Pyrimidine-6-carboxylic acid methyl ester